ethyl 6-(4-methyl-3,4-dihydro-2H-1,4-benzoxazin-7-yl)-4-oxo-4,5-dihydropyrazolo[1,5-a]pyrazine-2-carboxylate CN1CCOC2=C1C=CC(=C2)C=2NC(C=1N(C2)N=C(C1)C(=O)OCC)=O